N(=[N+]=[N-])C1=CC=C(C=C1)CCCC(=O)O 4-(p-azidophenyl)butanoic acid